1,2-bis-(3,7,11,15-tetramethylhexadecanoyl)-sn-glycero-3-phosphoethanolamine CC(CC(=O)OC[C@@H](OC(CC(CCCC(CCCC(CCCC(C)C)C)C)C)=O)COP(=O)(O)OCCN)CCCC(CCCC(CCCC(C)C)C)C